(E)-8-dodecenyl acetate (trans-8-dodecenylacetate) C(CCCCCC\C=C\CCC)CC(=O)O.C(C)(=O)OCCCCCCC\C=C\CCC